Cl.FC=1C=C(C=CC1C(F)(F)F)C1=NN2C(CNCC2)=C1C1=CC=NC=C1 2-[3-fluoro-4-(trifluoromethyl)phenyl]-3-(pyridin-4-yl)-4,5,6,7-tetrahydropyrazolo[1,5-a]pyrazine hydrochloride